N-(1-(5-bromothiophen-2-yl)ethylidene)-2-methylpropane-2-sulfinamide BrC1=CC=C(S1)C(C)=NS(=O)C(C)(C)C